4-(((6-(bis(2-methoxyethyl)amino)-8-(4-methoxypiperidin-1-yl)-4-(4-methyl-3-oxopiperazin-1-yl)pyrimido[5,4-d]pyrimidin-2-yl)(2-methoxyethyl)amino)methyl)-2,6-difluorobenzoic acid COCCN(C=1N=C(C=2N=C(N=C(C2N1)N1CC(N(CC1)C)=O)N(CCOC)CC1=CC(=C(C(=O)O)C(=C1)F)F)N1CCC(CC1)OC)CCOC